C[C@@H]1CC([C@@]23CC([C@@H]([C@H](O2)[C@@H](C)CC[C@@H](C4=CC(=CC=C4)O)OC)C)OC(=O)C[C@@H](OC(=O)C[C@@]1(O3)O)[C@@H](C)O)(C)C The molecule is a member of the class of aplysiatoxins that has the structure of the parent aplysiatoxin, but is lacking the bromo substituent on the benzene ring at the position para to the phenolic hydroxy group. It is a cyanotoxin produced by several species of freshwater and marine cyanobacteria, as well as algae and molluscs. It has a role as a cyanotoxin, an algal metabolite, a carcinogenic agent, a marine metabolite and a protein kinase C agonist. It is a member of aplysiatoxins, a cyclic hemiketal, an ether, a secondary alcohol, a member of phenols, an organic heterotricyclic compound and a spiroketal.